butyl 6-hydroxy-1H-pyrrolo[3,4-c]pyridine-2(3H)-carboxylate OC1=CC2=C(C=N1)CN(C2)C(=O)OCCCC